N-[2-acetyl-4-[1-(2-chloro-5-cyano-benzoyl)pyrazol-3-yl]-3,5-difluoro-phenyl]-2-chloro-5-cyano-benzamide C(C)(=O)C1=C(C=C(C(=C1F)C1=NN(C=C1)C(C1=C(C=CC(=C1)C#N)Cl)=O)F)NC(C1=C(C=CC(=C1)C#N)Cl)=O